C1(CC1)NC(C1=NC(=C(C=C1)O[C@@H]1[C@H](N(C1)CC=1C(=C2NC(C(=NC2=CC1)C)=O)F)C)F)=O N-cyclopropyl-6-fluoro-5-(((2R,3S)-1-((5-fluoro-2-methyl-3-oxo-3,4-dihydroquinoxalin-6-yl)methyl)-2-methylazetidin-3-yl)oxy)picolinamide